ClC1=NC=C(C(=N1)NCC#C)OC 2-chloro-5-methoxy-N-(prop-2-yn-1-yl)pyrimidin-4-amine